BrC1=C2C(=NC=C1Cl)N(C(=C2)C2=CC=C(C=C2)N2CCN(CC2)C)COCC[Si](C)(C)C 4-bromo-5-chloro-2-(4-(4-methylpiperazin-1-yl)phenyl)-1-((2-(trimethylsilyl)ethoxy)methyl)-1H-pyrrolo[2,3-b]pyridine